(S)-N-(2-fluoro-5-(2-(3-methoxypyrrolidin-1-yl)acetamido)pyridin-3-yl)-6-(1-methyl-1H-pyrazol-4-yl)pyrazolo[1,5-a]pyrazine-3-carboxamide FC1=NC=C(C=C1NC(=O)C=1C=NN2C1C=NC(=C2)C=2C=NN(C2)C)NC(CN2C[C@H](CC2)OC)=O